5-methyl-2-formyl-pyrrole CC1=CC=C(N1)C=O